[(3aR,4R,6R,6aR)-2,2,3a-trimethyl-6-(4-methylpyrrolo[2,3-d]pyrimidin-7-yl)-6,6a-dihydro-4H-furo[3,4-d][1,3]dioxol-4-yl]methyl 4-methylbenzenesulfonate CC1=CC=C(C=C1)S(=O)(=O)OC[C@H]1O[C@H]([C@@H]2OC(O[C@@]21C)(C)C)N2C=CC1=C2N=CN=C1C